ClC1=C(C=C(C=C1)F)[C@@H]([C@H](C)C=1N(C(C(=C(N1)C(=O)NC=1C=NOC1)O)=O)C)C=1C=NN(C1)CCOC 2-((1S,2S)-1-(2-chloro-5-fluorophenyl)-1-(1-(2-methoxyethyl)-1H-pyrazol-4-yl)propan-2-yl)-5-hydroxy-N-(isoxazol-4-yl)-1-methyl-6-oxo-1,6-dihydropyrimidine-4-carboxamide